CN(CCN(C1=C(C=C(C=C1)NC=1N=C(C2=C(N1)NC=C2)C2=CNC1=C(C=CC=C21)C)NC(CC)=O)C)C N-(2-((2-(dimethylamino)ethyl)(methyl)amino)-5-((4-(7-methyl-1H-indol-3-yl)-7H-pyrrolo[2,3-d]pyrimidin-2-yl)amino)phenyl)propionamide